BrCC1=CC(=CC(=C1)CBr)CBr 1,3,5-TRIS(BROMOMETHYL)BENZENE